3-[5-iodo-4-(4-methoxythiophen-3-yl)-1H-1,2,3-triazol-1-yl]piperidine-2,6-dione IC1=C(N=NN1C1C(NC(CC1)=O)=O)C1=CSC=C1OC